1-[5-ethylsulfonyl-6-[2-oxo-1-(2,2,2-trifluoroethyl)-3,4-dihydro-1,7-naphthyridin-6-yl]-3-pyridyl]cyclopropanecarbonitrile C(C)S(=O)(=O)C=1C=C(C=NC1C=1C=C2CCC(N(C2=CN1)CC(F)(F)F)=O)C1(CC1)C#N